C(C)OC=1SC2=C(N1)CC1(CCNCC1)[C@@H]2N[S@](=O)C(C)(C)C (R)-N-((S)-2-ethoxy-4,6-dihydrospiro[cyclopenta[d]thiazole-5,4'-piperidin]-6-yl)-2-methylpropane-2-sulfinamide